7-((2-fluoro-6-methylcarbamoyl-3',6'-dihydro-[3,4'-bipyridin]-1'(2'H)-yl)methyl)-3,6-difluoropyrazolo[1,5-a]quinoxalin-4(5H)-one FC1=NC(=CC=C1C=1CCN(CC1)CC=1C(=C2NC(C=3N(C2=CC1)N=CC3F)=O)F)C(NC)=O